O.[Se] selenium Water